[H-].[Li+].COC1=CC=C(C=N1)CCCO 3-(6-methoxypyridin-3-yl)Propan-1-ol Lithium hydride